O([C@H]1[C@H](O)[C@@H](O)[C@@H](O)[C@H](O1)CO)C1=CC=C(C=C1)[N+](=O)[O-] 4-Nitrophenyl β-D-galactopyranoside